Cl.FC(OCCN1C[C@@H](CCC1)N)F (3R)-1-[2-(difluoromethoxy)ethyl]piperidin-3-amine hydrochloride